COC1=CC=C(CN(C2=CC(=C(C(=N2)C2=CC(=C3C(NC=NC3=C2Cl)=O)OCCNCC=2C=NC=C(C2)OCOCC[Si](C)(C)C)C(F)(F)F)C)CC2=CC=C(C=C2)OC)C=C1 7-(6-(bis(4-methoxybenzyl)amino)-4-methyl-3-(trifluoromethyl)pyridin-2-yl)-8-chloro-5-(2-(((5-((2-(trimethylsilyl)ethoxy)methoxy)pyridin-3-yl)methyl)amino)ethoxy)quinazolin-4(3H)-one